C1(=CC=CC=C1)C1=NC(=CC(=C1)C=1C=C(C=CC1)C1=C(C(=NC(=C1)N1C2=CC=C(C=C2C=2C=C(C=CC12)C)C)N1C2=CC=C(C=C2C=2C=C(C=CC12)C)C)N1C2=CC=C(C=C2C=2C=C(C=CC12)C)C)C1=CC=CC=C1 9,9',9''-(4-(3-(2,6-diphenylpyridin-4-yl)phenyl)pyridine-2,3,6-triyl)tris(3,6-dimethyl-9H-carbazole)